C1=CC=CC=2C3=CC=CC=C3C(C12)COC(=O)N[C@@H](CC(=O)O)C(=O)N1C2COCC1CC2 (3S)-3-(9H-fluoren-9-ylmethoxycarbonylamino)-4-(3-oxa-8-azabicyclo[3.2.1]octane-8-yl)-4-oxobutanoic acid